C(C)(C)(C)OC(=O)N1CCC(CC1)C=1C=CC=2N(C1C)N=CC2C(=O)OCC ethyl 6-(1-(tert-butoxycarbonyl)piperidin-4-yl)-7-methylpyrazolo[1,5-a]pyridine-3-carboxylate